C(CCCCCCCCCCC)N(CCN(CC(=O)N1CCN(CC1)C(CN(CCCCCCCCC)CCCCCCCCC)=O)CCCCCCCCCCCC)CCCCCCCCCCCC 2-((2-(didodecylamino)ethyl)(dodecyl)amino)-1-(4-(dinonylglycyl)piperazin-1-yl)ethan-1-one